N1C(=O)NC(=O)C1CC(=O)O hydantoin-5-acetic acid